[4-(2-[2-[(tert-butyldimethylsilyl)oxy]ethyl]pyridine-3-carbonyl)thiomorpholin-3-yl]methanol [Si](C)(C)(C(C)(C)C)OCCC1=NC=CC=C1C(=O)N1C(CSCC1)CO